BrC1=C(C=C(C(=C1)[N+](=O)[O-])OC1CC1)N1CCC(CC1)N1CCN(CC1)C(=O)OC(C)(C)C tert-butyl 4-(1-(2-bromo-5-cyclopropyloxy-4-nitrophenyl)piperidin-4-yl)piperazine-1-carboxylate